2-(1-(6-aminopyridin-3-yl)piperidin-3-yl)propan-2-ol NC1=CC=C(C=N1)N1CC(CCC1)C(C)(C)O